4-(3-Chlorobenzyl)-5-[(dimethylamino)methyl]thiophene-2-carbaldehyde ClC=1C=C(CC=2C=C(SC2CN(C)C)C=O)C=CC1